N-(5-Fluoropyridin-2-yl)-2-(2-isopropyl-5-oxopyrazolo[1,5-a]pyrido[3,2-e]pyrimidin-4(5H)-yl)acetamide FC=1C=CC(=NC1)NC(CN1C=2N(C3=C(C1=O)C=CC=N3)N=C(C2)C(C)C)=O